ClC1=NC2=CC(=CC=C2C(=N1)N(C1=CC=CC=C1)C)C 2-chloro-N,7-dimethyl-N-phenylquinazolin-4-amine